1-(5-(tert-butyl)-1,3,4-oxadiazol-2-yl)-3-(2-(methylthio)-4-((3-keto-3,4-dihydropyrido[2,3-b]pyrazin-8-yl)oxy)phenyl)urea C(C)(C)(C)C1=NN=C(O1)NC(=O)NC1=C(C=C(C=C1)OC1=CC=NC=2NC(C=NC21)=O)SC